tert-butyldimethyl-((4,5,6,7-tetrahydrobenzofuran-4-yl)oxy)silane C(C)(C)(C)[Si](OC1CCCC2=C1C=CO2)(C)C